ClC=1C(=NC(=CC1C(F)(F)F)N1C[C@H](OCC1)C)N1C(N(C(=C1)C)CC=1C=NN(C1)C(C)C)=O 1-{3-chloro-6-[(2R)-2-methylmorpholin-4-yl]-4-(trifluoromethyl)pyridin-2-yl}-4-methyl-3-{[1-(propan-2-yl)-1H-pyrazol-4-yl]methyl}-1,3-dihydro-2H-imidazol-2-one